S1(CCC12CNCCC2)(=O)=O 1-thia-6-azaspiro[3.5]nonane 1,1-dioxide